FC1=CC=C(C2=CC=CC=C12)CN1CCC2(CC1)COC1=C3CN(C(C3=CC=C12)=O)C1C(NC(CC1)=O)=O 3-(1'-((4-fluoronaphthalen-1-yl)methyl)-6-oxo-6,8-dihydro-2H,7H-spiro[furo[2,3-e]isoindole-3,4'-piperidin]-7-yl)piperidine-2,6-dione